ClC1=C2OC=3C=CC=C(C[C@@H]4N(C(COC(C=C1)=N2)=O)CC([C@@H]4NS(=O)(=O)C)(F)F)C3F N-[(15aS,16R)-7-chloro-17,17,20-trifluoro-1-oxo-1,2,15a,16,17,18-hexahydro-15H-4,8-(azeno)-14,10-(metheno)pyrrolo[1,2-d][1,12,4]dioxazacycloheptadecin-16-yl]methanesulfonamide